FC=1C=C(C(=C(C#N)C1)OCOCCOC)C1OC(C(O1)(C)C)(C)C 5-fluoro-2-(2-methoxy-ethoxymethoxy)-3-(4,4,5,5-tetramethyl-dioxolan-2-yl)-benzonitrile